methyl β-D-ribofuranoside O([C@H]1[C@H](O)[C@H](O)[C@H](O1)CO)C